C(C)(C)(C)C=1C(=NCC(C1)C)C=1C=NC=CC1 tert-butyl-5-methyl-5,6-dihydro-[2,3'-bipyridine]